(E)-1-(4-fluoro-2-hydroxyphenyl)-3-(4-methoxyphenyl)prop-2-en-1-one (2,4-di-tert-butylphenyl-4'-biphenylyl)phosphate C(C)(C)(C)C1=C(C=CC(=C1)C(C)(C)C)C1=C(C=CC=C1)C1=CC=C(C=C1)OP(=O)(O)O.FC1=CC(=C(C=C1)C(\C=C\C1=CC=C(C=C1)OC)=O)O